C(C)(C)(C)OC(=O)N1C(C2(CC1)CNCC2)C2=NC=NC=C2OC2=C(C=C(C=C2)F)C(CC)(CC)O (5-(4-fluoro-2-(3-hydroxypentan-3-yl)phenoxy)pyrimidin-4-yl)-2,7-diazaspiro[4.4]nonane-2-carboxylic acid tert-butyl ester